octyl-N-(3,5-di-tert-butyl-4-hydroxyphenyl)carbamate C(CCCCCCC)OC(NC1=CC(=C(C(=C1)C(C)(C)C)O)C(C)(C)C)=O